N-(3-chloro-5-(methylsulfonyl)phenyl)-5-(3,5-difluoropyridin-2-yl)-1-methyl-1H-pyrrole-3-carboxamide ClC=1C=C(C=C(C1)S(=O)(=O)C)NC(=O)C1=CN(C(=C1)C1=NC=C(C=C1F)F)C